CC(C#C)OCCO 2-(but-3-yn-2-yloxy)ethanol